Trimethoxypropylsilan COC(CC[SiH3])(OC)OC